potassium tetrakis-[3,5-bis(trifluoromethyl)phenyl]-borate FC(C=1C=C(C=C(C1)C(F)(F)F)[B-](C1=CC(=CC(=C1)C(F)(F)F)C(F)(F)F)(C1=CC(=CC(=C1)C(F)(F)F)C(F)(F)F)C1=CC(=CC(=C1)C(F)(F)F)C(F)(F)F)(F)F.[K+]